((R)-1-cyanopyrrolidin-3-yl)-5-methyl-1-(1-phenylethyl)-1H-pyrazole-3-carboxamide C(#N)N1C[C@H](CC1)C=1C(=NN(C1C)C(C)C1=CC=CC=C1)C(=O)N